4-(4-phenoxyphenyl)-1H-imidazole-5-carboxylic acid methyl ester COC(=O)C1=C(N=CN1)C1=CC=C(C=C1)OC1=CC=CC=C1